1-(4-oxo-4,5-dihydropyrrolo[4,3,2-de]quinazolin-8-yl)-5-trifluoromethyl-1H-pyrazole-4-carboxylic acid O=C1NC=2C=CC(=C3C2C(=N1)C=N3)N3N=CC(=C3C(F)(F)F)C(=O)O